5-(4-((9-isobutyl-9H-purin-6-yl)oxy)phenyl)-N-(m-tolyl)thiazol-2-amine C(C(C)C)N1C2=NC=NC(=C2N=C1)OC1=CC=C(C=C1)C1=CN=C(S1)NC=1C=C(C=CC1)C